C1(=CC=CC=C1)SC1=NC(=NC(=N1)C(Cl)(Cl)Cl)C(Cl)(Cl)Cl 2-phenylthio-4,6-bis(trichloromethyl)s-triazine